ethyl (3-fluoropropyl) sulfate S(=O)(=O)(OCC)OCCCF